Triethylamine thiophosphate P(=S)(O)(O)O.C(C)N(CC)CC